7-(1-cyclopropylpiperidin-4-yl)-2-(4,6-dimethylpyrazolo[1,5-a]pyrazin-2-yl)-4H-pyrido[1,2-a]pyrimidin-4-one C1(CC1)N1CCC(CC1)C=1C=CC=2N(C(C=C(N2)C2=NN3C(C(=NC(=C3)C)C)=C2)=O)C1